CC(C)(C)[S@](=O)N[C@H](C)C1=CC(=CC=C1)S(F)(F)(F)(F)F (S)-2-methyl-N-((R)-1-(3-(pentafluorosulfanyl)phenyl)ethyl)propane-2-sulfinamide